ClC=1C=C(C(=O)NC=2N=CSC2C(=O)N[C@@H](C(=O)O)C2=CC=CC=C2)C=CC1O (R)-2-(4-(3-chloro-4-hydroxybenzamido)thiazole-5-carboxamido)-2-phenylacetic acid